FC(CCO[Si](C(C)(C)C)(C1=CC=CC=C1)C1=CC=CC=C1)CNC(=O)OCC1=CC=CC=C1 benzyl [(7-fluoro-2,2-dimethyl-3,3-diphenyl-4-oxa-3-silaoct-8-yl)amino]methanoate